3-(2,4,6-trihydroxyphenyl)-2-propanol OC1=C(C(=CC(=C1)O)O)CC(C)O